C(C)N1C(CCC1)CC(=O)NC1(CC1)COC1=NC=CC=C1C 2-(1-ethylpyrrolidin-2-yl)-N-(1-(((3-methylpyridin-2-yl)oxy)methyl)cyclopropyl)acetamide